3-cyclohexen C1CC=CCC1